C(CCC)C=1N(C=C(N1)C1CCN(CC1)CCCCC=1N(C2=CC=C(C=C2C1)C#N)C(C)C)C1=CC=C(C=C1)OC1=CC=C(C=C1)Cl ((4-(2-butyl-1-(4-(4-chlorophenoxy)phenyl)-1H-imidazol-4-yl)piperidin-1-yl)butyl)-1-isopropyl-1H-indole-5-carbonitrile